5-(4-((4-(4-(6-amino-5-((R)-1-(2,6-dichloro-3-fluorophenyl)ethoxy)pyridin-3-yl)-1H-pyrazol-1-yl)cyclohexyl)methyl)piperazin-1-yl)-2-(2,6-dioxopiperidin-3-yl)isoindoline NC1=C(C=C(C=N1)C=1C=NN(C1)C1CCC(CC1)CN1CCN(CC1)C=1C=C2CN(CC2=CC1)C1C(NC(CC1)=O)=O)O[C@H](C)C1=C(C(=CC=C1Cl)F)Cl